S1SC=CC=C1 Dithiine